C1(=CC=CC=C1)[C@@H]1[C@H](C1)NC(=O)[C@@H]1CN(C[C@H]1C(N[C@@H]1[C@H](C1)C1=CC=CC=C1)=O)C(=O)C1=CC=C(C(=O)NC[C@@H](C(=O)OC)NC(CCCCCC)=O)C=C1 methyl (S)-3-(4-((3S,4S)-3,4-bis(((1S,2R)-2-phenylcyclopropyl) carbamoyl)pyrrolidine-1-carbonyl)benzamido)-2-heptanamidopropanoate